NC1=NC=CC(=C1Cl)OC1=C(C=C(C=C1)NC(=O)C=1C=NN(C1C(F)(F)F)C1=CC=C(C=C1)F)F N-(4-((2-amino-3-chloropyridin-4-yl)oxy)-3-fluorophenyl)-1-(4-fluorophenyl)-5-(trifluoromethyl)-1H-pyrazole-4-carboxamide